FC1=CC=C(OC[C@@H]2N(C3CC([C@H]2C)C3)C(=O)C=3N=C(SC3C3=NC=CC=C3)C)C=C1 |o1:7,12| (3R,4R) or (3S,4S)-3-[(4-fluorophenoxy)methyl]-4-methyl-2-[2-methyl-5-(pyridin-2-yl)-1,3-thiazole-4-carbonyl]-2-azabicyclo[3.1.1]heptane